CNC(=O)N1CC=2C=C(C=NC2CC1)N N-methyl-3-amino-7,8-dihydro-1,6-naphthyridine-6(5H)-carboxamide